Ethyl 1-[4-[[(1R,3R)-3-hydroxycyclohexyl]amino]-2-methylsulfanyl-pyrimidin-5-yl]cyclopropanecarboxylate O[C@H]1C[C@@H](CCC1)NC1=NC(=NC=C1C1(CC1)C(=O)OCC)SC